CC1=CC=C(O1)C=1C2=C(N=C(N1)N)N(N=N2)CC2=NC(=CC=C2)CO[C@@H]2COCC2 7-(5-methylfuran-2-yl)-3-[[6-[[(3S)-oxolan-3-yl]oxymethyl]pyridin-2-yl]methyl]triazolo[4,5-d]pyrimidin-5-amine